C(C)(C)(C)OC(=O)N1CCC(CC1)CC1=CC=C(C(=O)C2=C(C(=CN2C)C(=O)O)C2=C(C(=CC=C2F)F)C)C=C1 5-(4-{[1-(tert-butoxycarbonyl)piperidin-4-yl]methyl}benzoyl)-4-(3,6-difluoro-2-methylphenyl)-1-methylpyrrole-3-carboxylic acid